(Z)-1-((2-(2,6-dioxopiperidin-3-yl)-1,3-dioxoisoindolin-4-yl)amino)-N-(2-(4-(1,2-diphenyl-but-1-en-1-yl)phenoxy)ethyl)-N-methyl-3,6,9,12-tetraoxapentadecane-15-amide O=C1NC(CCC1N1C(C2=CC=CC(=C2C1=O)NCCOCCOCCOCCOCCC(=O)N(C)CCOC1=CC=C(C=C1)\C(=C(\CC)/C1=CC=CC=C1)\C1=CC=CC=C1)=O)=O